C(C)(C)OC1=CC=C(C=N1)OC=1C=C(C=NC1)NC(C=C)=O N-[5-{(6-Isopropoxypyridin-3-yl)oxy}pyridin-3-yl]acrylamide